N-(4,4-difluoro-1'-methylspiro[cyclohexane-1,3'-indoline]-5'-yl)-4-nitro-2-(6-azaspiro[2.5]octan-6-yl)benzamide FC1(CCC2(CN(C3=CC=C(C=C23)NC(C2=C(C=C(C=C2)[N+](=O)[O-])N2CCC3(CC3)CC2)=O)C)CC1)F